OCC1(COC1)CC#N 2-(3-(hydroxymethyl)oxetan-3-yl)acetonitrile